C1(CCCCC1)N1C(C(=C)CC1=O)=N N-cyclohexylitaconimide imide